tert-butyl (2R)-4-(2-(cyanomethyl)-4-methyl-5-oxo-4,5-dihydropyrazolo[1,5-a]pyrimidin-7-yl)-2-methylpiperidine-1-carboxylate C(#N)CC1=NN2C(N(C(C=C2C2C[C@H](N(CC2)C(=O)OC(C)(C)C)C)=O)C)=C1